6-(bromomethyl)-4-fluoro-3-(4-methoxybenzyl)benzo[d]oxazol-2(3H)-one BrCC1=CC2=C(N(C(O2)=O)CC2=CC=C(C=C2)OC)C(=C1)F